ClC1=CC=C(C=N1)CNC1=NC=CC=C1N N2-[(6-chloropyridin-3-yl)methyl]pyridine-2,3-diamine